4-(2-(4,5-dimethylthiazol-2-yl)hydrazineylidene)-2-(5-methyl-4-phenylthiazol-2-yl)-5-phenyl-2,4-dihydro-3H-pyrazol-3-one CC=1N=C(SC1C)NN=C1C(N(N=C1C1=CC=CC=C1)C=1SC(=C(N1)C1=CC=CC=C1)C)=O